(1R)-N-(3-cyano-4-(trimethylsilyl)phenyl)-2-((3-hydroxy-1,2-oxazol-5-yl)acetyl)-6-methoxy-1,2,3,4-tetrahydroisoquinoline-1-carboxamide C(#N)C=1C=C(C=CC1[Si](C)(C)C)NC(=O)[C@@H]1N(CCC2=CC(=CC=C12)OC)C(CC1=CC(=NO1)O)=O